arsenic-gallium-indium [In].[Ga].[As]